3-(2-bromo-3,4-dimethoxyphenyl)-N-(3,4,5-trimethoxy-benzyl)-acrylamide BrC1=C(C=CC(=C1OC)OC)C=CC(=O)NCC1=CC(=C(C(=C1)OC)OC)OC